5-amino-N-(2,6-dimethylphenyl)-2-methoxypyridine-3-sulfonamide NC=1C=C(C(=NC1)OC)S(=O)(=O)NC1=C(C=CC=C1C)C